C(C)(C)(C)OC(NCC1=NC=CC(=C1F)C(=C)OCC)=O ((4-(1-ethoxyvinyl)-3-fluoropyridin-2-yl)methyl)carbamic acid tert-butyl ester